methyl (R)-3-methyl-2-{(5r,8R)-8-[1-(2-hydroxyethyl)-4-pyrazolylamino]-2-aza-2-spiro[4.5]decylcarbonylamino}butyrate CC([C@H](C(=O)OC)NC(=O)N1CC2(CC1)CCC(CC2)NC=2C=NN(C2)CCO)C